6-(6'-amino-6-(azetidin-1-ylmethyl)-2'-fluoro-5-morpholino-[2,3'-bipyridin]-5'-yl)-7-fluoro-3,4-dihydroisoquinolin-1(2H)-one NC1=C(C=C(C(=N1)F)C1=NC(=C(C=C1)N1CCOCC1)CN1CCC1)C=1C=C2CCNC(C2=CC1F)=O